ClC1=CC=C(C=C1)N1/C(/S\C(\C1=O)=C\1/C(NC2=CC=C(C=C12)[N+](=O)[O-])=O)=N/C1=CC=C(C=C1)S(=O)(=O)N 4-(((Z)-3-(4-chlorophenyl)-5-((Z)-5-nitro-2-oxoindoline-3-ylidene)-4-oxothiazolidin-2-ylidene)amino)benzenesulphonamide